[N+](=O)([O-])C=1C=C(C=CC1)C1(COC1)CC(=O)NN 2-(3-(3-nitrophenyl)oxetan-3-yl)acethydrazide